(2-amino-8-(2-(4-(2-fluorophenyl)piperazin-1-yl)ethyl)-7-oxo-7,8-dihydropteridin-4-yl)-6-methylbenzonitrile NC1=NC=2N(C(C=NC2C(=N1)C1=C(C#N)C(=CC=C1)C)=O)CCN1CCN(CC1)C1=C(C=CC=C1)F